C(C)N(C(C1=CC=C(C=C1)C(F)(F)F)=O)CC N,N-diethyl-4-(trifluoromethyl)benzamide